(R,E)-1-(3-(1-(prop-1-en-1-ylsulfonyl)azetidin-3-yl)-1-(4-(trifluoromethoxy)phenyl)-1H-pyrazolo[3,4-b]pyridin-4-yl)ethane-1,2-diol C(=C\C)/S(=O)(=O)N1CC(C1)C1=NN(C2=NC=CC(=C21)[C@H](CO)O)C2=CC=C(C=C2)OC(F)(F)F